1-(3-Phenoxybenzyl)-1H-indazole-6-carboxylic acid methyl ester COC(=O)C1=CC=C2C=NN(C2=C1)CC1=CC(=CC=C1)OC1=CC=CC=C1